(S)-N-((1H-pyrrolo[3,2-c]pyridin-2-yl)methyl)-2-(5-((1-(dibenzo[b,d]furan-2-yl)ethyl)amino)-6-oxo-2-phenylpyrimidin-1(6H)-yl)acetamide N1C(=CC=2C=NC=CC21)CNC(CN2C(=NC=C(C2=O)N[C@@H](C)C2=CC1=C(OC3=C1C=CC=C3)C=C2)C2=CC=CC=C2)=O